NCCCNC(=O)C1=C(C=C(C=C1)NC(=O)C=1N(C(=CN1)C1=C(C(=C(C=C1)OC(F)F)F)F)C)Cl N-[4-(3-aminopropylcarbamoyl)-3-chloro-phenyl]-5-[4-(difluoromethoxy)-2,3-difluoro-phenyl]-1-methyl-imidazole-2-carboxamide